(4-(5-chlorooxazolo[4,5-b]pyridin-2-yl)piperazin-1-yl)(6-(cyclopropylmethoxy)-5-methylpyridin-3-yl)methanone ClC1=CC=C2C(=N1)N=C(O2)N2CCN(CC2)C(=O)C=2C=NC(=C(C2)C)OCC2CC2